tert-butyl 4-{4-cyano-2-[7-fluoro-6-(methoxymethoxy)-2-methylindazol-5-yl]quinazolin-6-yl}piperazine-1-carboxylate C(#N)C1=NC(=NC2=CC=C(C=C12)N1CCN(CC1)C(=O)OC(C)(C)C)C1=CC2=CN(N=C2C(=C1OCOC)F)C